2-Amino-9-((2R,3R,5S)-3-hydroxy-5-(hydroxymethyl)tetrahydrofuran-2-yl)-7-(3,3,3-trifluoropropyl)-7,9-dihydro-1H-purin-6,8-dion NC=1NC(C=2N(C(N(C2N1)[C@@H]1O[C@@H](C[C@H]1O)CO)=O)CCC(F)(F)F)=O